5-nitrotetrazole ammonium salt [NH4+].[N+](=O)([O-])C1=NN=NN1